CN(C)CCCCC=CC N,N-dimethylaminobutyl-propylene